6-(naphthalene-2-yloxy)hexan-1-ol C1=C(C=CC2=CC=CC=C12)OCCCCCCO